C(=O)(O)CCC1=CC(=C(OCCCOCCCOC2=C(C=C(C=C2Cl)C=2OC3=C(N2)C=CC(=C3)C(=O)O)Cl)C(=C1)Cl)Cl 2-[4-[3-[3-[4-(2-carboxyethyl)-2,6-dichloro-phenoxy]propoxy]propoxy]-3,5-dichloro-phenyl]-1,3-benzoxazole-6-carboxylic acid